ClC1=CC(=C(C=C1)C1=NC(=CC=2N=C(N(C(C21)=O)C)C)N2C[C@H](OCC2)C2=NOC(=N2)C2CC2)F 5-(4-chloro-2-fluorophenyl)-7-((2S)-2-(5-cyclopropyl-1,2,4-oxadiazol-3-yl)-4-morpholinyl)-2,3-dimethylpyrido[4,3-d]pyrimidin-4(3H)-one